C(C)(C)[C@]1(O)[C@H](OC(C)=O)[C@@H](OC(C)=O)[C@H](OC(C)=O)[C@H](O1)CO isopropyl-2,3,4-tri-O-acetyl-beta-D-glucopyranose